FC=1C=C(C(=O)NC2=NC=CC(=C2)OC)C=CC1 3-fluoro-N-(4-methoxypyridin-2-yl)benzamide